CC1=C(N=CN1COCC[Si](C)(C)C)C(=O)OCC Ethyl 5-methyl-1-((2-(trimethylsilyl)ethoxy)methyl)-1H-imidazole-4-carboxylate